COC1=CC(=CC2=C1O[C@@H](CO2)C=2C=NC(=CC2)OC)CN2C=NC=1C2=NC=C(C1)C#CC(C)(N)C |r| racemic-4-(3-((8-methoxy-2-(6-methoxypyridin-3-yl)-2,3-dihydrobenzo[b][1,4]dioxin-6-yl)methyl)-3H-imidazo[4,5-b]pyridin-6-yl)-2-methylbut-3-yn-2-amine